C(CCCCCCCCCCCCCCCCCCC)(=O)N icosaneamide